(E)-N'-[4-chloro-6-(morpholin-4-yl)pyridin-2-yl]-N,N-dimethylmethanimidamide ClC1=CC(=NC(=C1)N1CCOCC1)/N=C/N(C)C